diethylphenylammonium (tetrafluorophenyl)borate FC=1C(=C(C(=C(C1)OB([O-])[O-])F)F)F.C(C)[NH+](C1=CC=CC=C1)CC.C(C)[NH+](CC)C1=CC=CC=C1